(R)-Fmoc-3-amino-adipic acid-1-tert-butyl ester CC(C)(C)OC(=O)C[C@@H](CCC(=O)O)NC(=O)OCC1C2=CC=CC=C2C3=CC=CC=C13